Cl.FC1=C(C=CC=C1C[C@@H]1NCC([C@@H]1NS(=O)(=O)CC)(F)F)C1=CC(=CC=C1)F N-((2S,3R)-2-((2,3'-difluoro-[1,1'-biphenyl]-3-yl)methyl)-4,4-difluoropyrrolidin-3-yl)ethanesulfonylamine hydrochloride